C(C)(C)(C)OC(NC1CCC(CC1)S(=O)(=O)C1=CC(=CC=C1)Br)=O ((1r,4r)-4-((3-bromophenyl)sulfonyl)cyclohexyl)carbamic acid tert-butyl ester